4-[6-chloro-2-({3-[2-(4-chloro-3-fluorophenoxy)acetamido]bicyclo[1.1.1]pent-1-yl}carbamoyl)-2,3-dihydro-4H-1,4-benzoxazine-4-carbonyl]benzene-1-sulfonyl fluoride ClC=1C=CC2=C(N(CC(O2)C(NC23CC(C2)(C3)NC(COC3=CC(=C(C=C3)Cl)F)=O)=O)C(=O)C3=CC=C(C=C3)S(=O)(=O)F)C1